S1C=CC2=NC=C(C(=C21)N)N thieno[3,2-b]pyridine-6,7-diamine